5-(3-isopropyl-5-(1-(oxetan-3-yl)piperidin-4-yl)-1H-indol-2-yl)-7-methylpyrazolo[1,5-a]pyridine C(C)(C)C1=C(NC2=CC=C(C=C12)C1CCN(CC1)C1COC1)C1=CC=2N(C(=C1)C)N=CC2